2,2'-ethylene-bis(4,6-di-tert-butylphenol) C(CC1=C(C(=CC(=C1)C(C)(C)C)C(C)(C)C)O)C1=C(C(=CC(=C1)C(C)(C)C)C(C)(C)C)O